C1(CCCCC1)C[Zn].[Cl] Chlorine (cyclohexylmethyl)zinc